3-[4-[3-[2-(2-Aminoethoxy)ethoxy]propyl]-3-methyl-2-oxo-benzimidazol-1-yl]piperidine-2,6-dione NCCOCCOCCCC1=CC=CC=2N(C(N(C21)C)=O)C2C(NC(CC2)=O)=O